COC1=CC=C(C=C1)N1C(=NC2=CC=C(C=C2C1=O)[N+](=O)[O-])[C@H](C)NC (S)-3-(4-methoxyphenyl)-2-(1-(methylamino)ethyl)-6-nitroquinazolin-4(3H)-one